3-(2-hydroxyethyl)-1,2-dimethyl-1H-imidazol-3-ium OCC[N+]1=C(N(C=C1)C)C